CNCC1=CC=C(C=C1)C#C[Si](C)(C)C N-methyl-1-(4-((trimethylsilyl)ethynyl)phenyl)methylamine